2-hydroxy-2-methylpropyl-3-oxo-2-(1,2-thiazol-4-yl)-6-[6-(trifluoromethyl)pyridin-3-yl]-2,3-dihydropyridazine OC(CC=1C(N(N=C(C1)C=1C=NC(=CC1)C(F)(F)F)C=1C=NSC1)=O)(C)C